iso-propyl-benzene C(C)(C)C1=CC=CC=C1